4-(4-(2-(2-pyridyl)vinyl)anilino)pyrimidine N1=C(C=CC=C1)C=CC1=CC=C(NC2=NC=NC=C2)C=C1